ClC1=CC=C(C=C1)[C@]1([C@@H](CCCCC1)N1N=CN=C1)O cis-1-(4-chlorophenyl)-2-(1H-1,2,4-triazol-1-yl)-cycloheptanol